C1(CC1)C1=C(C(=NC=C1)OC)OCOC 4-cyclopropyl-2-methoxy-3-(methoxymethoxy)pyridine